NC1=CC=C(C=C1)N1CCN(CC1)C(=O)C1CC1 (4-(4-aminophenyl)piperazin-1-yl)(cyclopropyl)methanone